ClC1=C(CN2C=CC3=C2N=CN=C3NC3=CC2=C(NC(O2)=O)C=C3)C=CC(=C1)F 6-((7-(2-chloro-4-fluorobenzyl)-7H-pyrrolo[2,3-d]pyrimidin-4-yl)amino)benzo[d]oxazol-2(3H)-one